C(CCCCCCC\C=C/CCCCCC)(=O)OC(CC)C(CCC)C 4-methylheptan-3-yl (Z)-hexadec-9-enoate